6,7-dihydroxynaphthalin-2-sulfonat OC=1C=C2C=CC(=CC2=CC1O)S(=O)(=O)[O-]